C(=C)OC(\C=C/C(=O)O)=O maleic acid vinyl ester